CC1=C(C(C2=CC=CC=C2C1=O)=O)CCCCCCCCCC(=O)O 10-(3-methyl-1,4-dioxo-1,4-dihydronaphthalen-2-yl)decanoic acid